[N+](=O)([O-])C=1C(=C(C(=O)O)C=CC1)[N+](=O)[O-].C(C1=CC=CC=C1)(=O)OC methyl benzoate, dinitrobenzoic acid salt